(S)-N-(1-methyl-2-carbonylpyrrolidin-3-yl)-8-(methylamino)-6-((2-carbonyl-2H-[1,2'-bipyridinyl]-3-yl)amino)imidazo[1,2-b]pyridazine-3-carboxamide CN1C([C@H](CC1)NC(=O)C1=CN=C2N1N=C(C=C2NC)NC=2C(N(C=CC2)C2=NC=CC=C2)=C=O)=C=O